N-(2,2,2-trifluoroethyl)-3,8-diazabicyclo[3.2.1]octane-8-formamide hydrochloride Cl.FC(CNC(=O)N1C2CNCC1CC2)(F)F